NN1C(=NN=C1S)NN 4-amino-3-hydrazino-5-sulfanyl-1,2,4-triazole